C(C(=O)O)(=O)O.C(C1=CC=CC=C1)NCCCCCCOCCCCC1=CC=CC=C1 N-benzyl-6-(4-phenylbutoxy)hexane-1-amine oxalate